ClC1=CC=C(C=C1)C=1C=C(C(N(N1)C1=CC(=CC=C1)F)=O)C(=O)NC[C@@H](C(F)F)O 6-(4-chlorophenyl)-N-[(2S)-3,3-difluoro-2-hydroxypropyl]-2-(3-fluorophenyl)-3-oxo-2,3-dihydropyridazine-4-carboxamide